tert-butyl (4-amino-2,6-difluorobenzyl)carbamate NC1=CC(=C(CNC(OC(C)(C)C)=O)C(=C1)F)F